FC1=C(C(=O)N2CCC(CC2)OCCCNC(=O)C2=CC=3C=NC=CC3N2)C=CC=C1 N-(3-((1-(2-fluorobenzoyl)piperidin-4-yl)oxy)propyl)-1H-pyrrolo[3,2-c]pyridine-2-carboxamide